C1(CC1)C1=NN(C=C1C1=NC=CC2=C1C=CN2C(C)C)[C@@H]2C[C@H](C2)CNC=2C=C1C(N(C(C1=CC2)=O)C2C(NC(CC2)=O)=O)=O 5-(((trans-3-(3-cyclopropyl-4-(1-isopropyl-1H-pyrrolo[3,2-c]pyridin-4-yl)-1H-pyrazol-1-yl)cyclobutyl)methyl)amino)-2-(2,6-dioxopiperidin-3-yl)isoindoline-1,3-dione